2-[[4-[(E)-3-[4-[(2-Fluorophenyl)methoxy]phenyl]prop-2-enoyl]phenyl]sulfonyl-methylamino]acetic acid FC1=C(C=CC=C1)COC1=CC=C(C=C1)/C=C/C(=O)C1=CC=C(C=C1)S(=O)(=O)N(CC(=O)O)C